COC=1C=C2C=C(NC2=C(C1OC)OC)C(=O)O 5,6,7-trimethoxy-1H-indole-2-carboxylic acid